3-(4-(2-(tert-butyl)phenoxy)-3-(trifluoromethyl)phenyl)-5-(chloromethyl)-1,2,4-oxadiazole C(C)(C)(C)C1=C(OC2=C(C=C(C=C2)C2=NOC(=N2)CCl)C(F)(F)F)C=CC=C1